5-[2-(2-ethoxyethoxy)ethoxy]-2-{[(2S)-1-(4-methoxybenzyl)aziridine-2-yl]methyl}pyridine C(C)OCCOCCOC=1C=CC(=NC1)C[C@@H]1N(C1)CC1=CC=C(C=C1)OC